BrC=1C=C2C(=NNC2=CC1)C(=O)NCC1CS(CC1)(=O)=O 5-bromo-N-[(1,1-dioxo-1λ6-thiolan-3-yl)methyl]-1H-indazole-3-carboxamide